tert-butyl (2-(1-methyl-1H-indol-3-yl)ethyl)carbamate CN1C=C(C2=CC=CC=C12)CCNC(OC(C)(C)C)=O